FC(C1=NC=CC(=C1)N1CC(C1)CC(=O)N1CC=2C(=C(N3C=NC=C3C2C1)C)C)F 2-[1-(2-Difluoromethyl-pyridin-4-yl)-azetidin-3-yl]-1-(4,5-dimethyl-6,8-dihydro-2,3a,7-triaza-as-indacen-7-yl)-ethanone